[Pb].[Sb].C(#N)C1N(CC(C1)(F)F)C(CNC(C1=C(C=NC=C1)CC(C)C1=CC=C(C=C1)C(F)(F)F)=O)=O N-(2-(2-cyano-4,4-difluoropyrrolidin-1-yl)-2-oxoethyl)-3-(2-(4-(trifluoromethyl)phenyl)propyl)isonicotinamide Antimony-Lead